(S)-4-(4-acryloyl-2-methylpiperazin-1-yl)-7-(2-fluoro-6-methoxyphenyl)-1-(2-isopropyl-4-methylpyridin-3-yl)pyrido[4,3-d]pyrimidin-2(1H)-one C(C=C)(=O)N1C[C@@H](N(CC1)C=1C2=C(N(C(N1)=O)C=1C(=NC=CC1C)C(C)C)C=C(N=C2)C2=C(C=CC=C2OC)F)C